naphtho[2,3-c]thiophene C=1SC=C2C1C=C1C=CC=CC1=C2